4-(N-2-butylamino)benzoic acid CC(CC)NC1=CC=C(C(=O)O)C=C1